ClC1=CC(=NC(=C1)OCC(F)(F)F)C1(CC1)N 1-(4-chloro-6-(2,2,2-trifluoroethoxy)pyridin-2-yl)cyclopropan-1-amine